C(C)C=1C2=C(SC1C#CC)C(=CC=C2)NC2C(CN(CC2)C)F 3-(3-ethyl-7-((3-fluoro-1-methylpiperidin-4-yl)amino)benzo[b]thiophen-2-yl)prop-2-yn